2-(4-(3,5'-dichloro-4-((3,5-difluoropyridin-2-yl)methoxy)-6-methyl-2-carbonyl-2H-[1,4'-bipyridin]-2'-yl)thiazol-2-yl)-2-methylpropanamide ClC=1C(N(C(=CC1OCC1=NC=C(C=C1F)F)C)C1=CC(=NC=C1Cl)C=1N=C(SC1)C(C(=O)N)(C)C)=C=O